ClC1=C(CC=2N(C(N(N2)C)=O)CCN2C(COCC2)(C)C)C(=CC=C1)F 5-(2-chloro-6-fluorobenzyl)-4-(2-(3,3-dimethylmorpholino)ethyl)-2-methyl-2,4-dihydro-3H-1,2,4-triazol-3-one